1-(3-bromopropyl)-4-(2,3-dichloro-6-((2-(trimethylsilyl)ethoxy)methoxy)phenyl)pyrrolidin-2-one BrCCCN1C(CC(C1)C1=C(C(=CC=C1OCOCC[Si](C)(C)C)Cl)Cl)=O